CIS-11-EICOSENOIC ACID C(CCCCCCCCC\C=C/CCCCCCCC)(=O)O